N-isopropyl-2-methyl-5-[(2S)-2-(trifluoromethylsulfonylamino)propoxy]pyridine-3-carboxamide C(C)(C)NC(=O)C=1C(=NC=C(C1)OC[C@H](C)NS(=O)(=O)C(F)(F)F)C